N-[5-[bis[2-(acetyloxy)ethyl]amino]-2-[(2-bromo-4,6-dinitrophenyl)azo]-4-ethoxyphenyl]acetamide C(C)(=O)OCCN(C=1C(=CC(=C(C1)NC(C)=O)N=NC1=C(C=C(C=C1[N+](=O)[O-])[N+](=O)[O-])Br)OCC)CCOC(C)=O